C1(CC1)CN1C=C(C2=NN(C(C(=C21)C=2C=NC(=CC2)C2CC2)=O)C2=CC1=CN(N=C1C=C2)C)[C@H](C)O (S)-5-(cyclopropylmethyl)-4-(6-cyclopropylpyridin-3-yl)-7-(1-hydroxyethyl)-2-(2-methyl-2H-indazol-5-yl)-2,5-dihydro-3H-pyrrolo[3,2-c]pyridazin-3-one